O1COC2=C1C=CC(=C2)/C=C/C(=O)N(CC2OCCC2)C2=CC=CC=C2 (E)-3-(1,3-benzodioxol-5-yl)-N-phenyl-N-(tetra-hydrofuran-2-ylmethyl)prop-2-enamide